[N-]=C=O.[N-]=C=O.C1(=CC=CC=C1)CC1=CC=CC=C1 Diphenyl-methane di-isocyanate